1-[(2S,4S)-2-[(6-chloropyrazolo[3,4-d]pyrimidin-1-yl)methyl]-4-(trifluoromethyl)pyrrolidin-1-yl]ethan-1-one ClC1=NC=C2C(=N1)N(N=C2)C[C@H]2N(C[C@H](C2)C(F)(F)F)C(C)=O